NC1=CC=C(C=C1)C1=CC=C(C=C1)N1C(=O)C2C3C=CC(C2C1=O)C3 N-[4-(4-aminophenyl)phenyl]-5-norbornene-2,3-dicarboximide